tert-butyl N-[2-[[1-(3-chloro-2-fluoro-phenyl)-2-methyl-propyl]-(2,2-difluoroethyl)amino]ethyl]carbamate ClC=1C(=C(C=CC1)C(C(C)C)N(CCNC(OC(C)(C)C)=O)CC(F)F)F